FC1=C(C=CC(=C1)F)C(CNCC=1C=CC=2N(C1)N=C(C2C2=CC=NC=C2)C2=CC=C(C=C2)F)(CN2N=NC=C2)O 2-(2,4-difluorophenyl)-1-(((2-(4-fluorophenyl)-3-(pyridin-4-yl)pyrazolo[1,5-a]pyridin-6-yl)methyl)amino)-3-(1H-1,2,3-triazol-1-yl)propan-2-ol